C(C)(C)(C)OC(NC1C=2N(C3=C(C(=N1)C1=CC=C(C=C1)C1=CC=C(C=C1)O)C(=C(S3)C)C)C(=NN2)C)=O [4-(4'-Hydroxy[1,1'-biphenyl]-4-yl)-2,3,9-trimethyl-6H-thieno[3,2-f][1,2,4]triazolo[4,3-a][1,4]diazepin-6-yl]carbamic acid tert-butyl ester